(1R,4R)-4-(2,7-Dimethyl-4-(((R)-1-(3-nitro-5-(trifluoromethyl)phenyl)ethyl)amino)Quinazolin-6-yl)cyclohexane-1-carboxylic acid CC1=NC2=CC(=C(C=C2C(=N1)N[C@H](C)C1=CC(=CC(=C1)C(F)(F)F)[N+](=O)[O-])C1CCC(CC1)C(=O)O)C